methyl-1,3-bis(tosyloxy)propane p-toluenesulfonate CC1=CC=C(C=C1)S(=O)(=O)O.CC(CCOS(=O)(=O)C1=CC=C(C)C=C1)OS(=O)(=O)C1=CC=C(C)C=C1